Cl.C(C1=CC=CC=C1)OC1CN(CC1)CCCl 3-(benzyloxy)-1-(2-chloroethyl)pyrrolidine hydrochloride